FC(C1=C(COC2=C(SC=C2)C(=O)N)C=CC=C1)(F)F 3-{[2-(trifluoromethyl)benzyl]oxy}thiophene-2-carboxamide